Cl.COC(=O)C1=CC=C(C=C1)C1=CC(=C(C=C1)N1C(N(C2=NC=CC=C21)[C@@H]2CNCC2)=O)O (S)-3'-hydroxy-4'-(2-oxo-3-(pyrrolidin-3-yl)-2,3-dihydro-1H-imidazo[4,5-b]pyridin-1-yl)-[1,1'-biphenyl]-4-carboxylic acid methyl ester hydrochloride